2-Carbonyl-4-(hydroxymethyl-phosphono)-butyric acid C(=O)=C(C(=O)O)CCP(=O)(OCO)O